4-(4-(3,8-diazabicyclo-[3.2.1]octan-3-yl)-6-chloro-8-fluoro-2-((1-(((S)-3-fluoropyrrolidin-1-yl)meth-yl)cyclopropyl)methoxy)-quinazolin-7-yl)-7-fluoro-benzo[d]thiazol-2-amine C12CN(CC(CC1)N2)C2=NC(=NC1=C(C(=C(C=C21)Cl)C2=CC=C(C1=C2N=C(S1)N)F)F)OCC1(CC1)CN1C[C@H](CC1)F